4-[[(1r,2s,4s)-4-isopropyl-1-methyl-7-oxabicyclo[2.2.1]hept-2-yl]oxy]-4-oxobutanoic acid C(C)(C)[C@@]12C[C@@H]([C@@](CC1)(O2)C)OC(CCC(=O)O)=O